N=1C=CC=CC(C1)=O Azepin-6-one